COC(C(CNC=1SC2=C(N1)C=CC(=C2)C(=O)O)(C)C)=O ((3-methoxy-2,2-dimethyl-3-oxopropyl)amino)benzo[d]thiazole-6-carboxylic acid